C(CCCCCCCCCCCCCCCCC)(=O)OCC(COC(CCCCCCCCCCCCCCCCC)=O)OC(NC1CN(C1)C(C)C)=O 2-(((1-isopropylazetidin-3-yl)carbamoyl)oxy)propane-1,3-diyl distearate